C(C)(C)(C)OC(=O)N1CC2(C1)CC(C2)C#N 6-cyano-2-azaspiro[3.3]heptane-2-carboxylic acid tert-butyl ester